2-(7-(4-(1-Methylpiperidin-4-yl)phenyl)-4-oxopyrido[3,2-d]pyrimidin-3(4H)-yl)-2-phenyl-N-(thiazol-2-yl)acetamide CN1CCC(CC1)C1=CC=C(C=C1)C1=CC=2N=CN(C(C2N=C1)=O)C(C(=O)NC=1SC=CN1)C1=CC=CC=C1